tert-butyl (3S)-4-[7-[6-[bis[(4-methoxyphenyl)methyl]amino]-4-methyl-3-(trifluoromethyl)-2-pyridyl]-6-chloro-8-fluoro-quinazolin-4-yl]-3-methyl-piperazine-1-carboxylate COC1=CC=C(C=C1)CN(C1=CC(=C(C(=N1)C1=C(C=C2C(=NC=NC2=C1F)N1[C@H](CN(CC1)C(=O)OC(C)(C)C)C)Cl)C(F)(F)F)C)CC1=CC=C(C=C1)OC